(S)-3-hydroxybutyric acid (-)-menthyl ester C1(CC(C(CC1)C(C)C)OC(C[C@H](C)O)=O)C